N1N=CC(=C1)S(=O)(=O)C1=CC=C(C=C1)NC(=O)NCC1=CC=NC=C1 1-(4-((1H-pyrazol-4-yl)sulfonyl)phenyl)-3-(pyridin-4-ylmethyl)urea